FC=1C=CC(=NC1)C1=NN(C=C1C1=CC=NC2=CN=CC=C12)C 4-[3-(5-fluoro-2-pyridinyl)-1-methyl-pyrazol-4-yl]-1,7-naphthyridine